(3,5-dibromo-4-methoxyphenyl)(1-oxospiro[benzo[b][1,4]thiazine-2,1'-cyclopropane]-4(3H)-yl)methanone BrC=1C=C(C=C(C1OC)Br)C(=O)N1C2=C(S(C3(CC3)C1)=O)C=CC=C2